C(C)OC1=NC=CC=C1C=1C=C(C2=C(N1)N(N=C2C(C)C)C)NCC2=CC=C(C=C2)OC 6-(2-ethoxypyridin-3-yl)-3-isopropyl-N-(4-methoxybenzyl)-1-methyl-1H-pyrazolo[3,4-b]pyridin-4-amine